(S)-N-[(R)-[4,5-dichloro-2-(prop-2-en-1-yloxy)phenyl][1-(3-hydroxyazetidine-1-carbonyl)piperidin-4-yl]methyl]-2-methylpropane-2-sulfinamide ClC1=CC(=C(C=C1Cl)[C@H](N[S@@](=O)C(C)(C)C)C1CCN(CC1)C(=O)N1CC(C1)O)OCC=C